7,8-dihydrophenazine C1=CC=CC2=NC3=CCCC=C3N=C12